C(C)(C)C1=NN=NN1C1=CC=CC(=N1)N 6-(5-isopropyl-1H-tetrazol-1-yl)pyridin-2-amine